(pyridin-3-ylmethyl)pyrazine-2,3-diamine N1=CC(=CC=C1)CC=1N=C(C(=NC1)N)N